cyclopropane-1,1-dicarboxylic acid (4-benzyloxyphenyl)-amide (4-fluoro-phenyl)-amide FC1=CC=C(C=C1)NC(=O)C1(CC1)C(=O)NC1=CC=C(C=C1)OCC1=CC=CC=C1